[4-chloro-1-(2-chloro-5-fluorophenyl)-2-[(4-methoxyphenyl)methyl]-3-oxo-2,3-dihydro-1H-pyrrolo[4,3-c]pyridin-7-yl]-3-fluoro-5-(trifluoromethyl)benzamide ClC1=NC=C(C2=C1C(N(C2C2=C(C=CC(=C2)F)Cl)CC2=CC=C(C=C2)OC)=O)C2=C(C(=O)N)C=C(C=C2F)C(F)(F)F